(R)-N-(amino(3-(2-hydroxypropan-2-yl)phenyl)(oxo)-λ6-sulfaneylidene)-2-(4,6-diisopropyl-1,3-dihydroisobenzofuran-5-yl)acetamide N[S@](=NC(CC=1C(=C2COCC2=CC1C(C)C)C(C)C)=O)(=O)C1=CC(=CC=C1)C(C)(C)O